C(C)(=O)C=1C=C(C=C(C1)C(F)(F)F)NC1=NC=C(C(=N1)NN1C(OC2=C1C=CC=C2)=O)C (2-(3-acetyl-5-(trifluoromethyl)phenylamino)-5-methylpyrimidin-4-ylamino)benzo[d]oxazol-2(3H)-one